O=C1C=C(N=C2N1C=CC=C2)CS(=O)(=O)[O-] 4-oxo-4H-pyrido[1,2-a]pyrimidine-2-methanesulfonate